IC1=CN=C(N1C)C1=NC(=NC=C1)C1=NN(C=N1)C 4-(5-iodo-1-methyl-1H-imidazol-2-yl)-2-(1-methyl-1H-1,2,4-triazol-3-yl)pyrimidine